2-(prop-1-en-2-yl)pyridin-3-amine C=C(C)C1=NC=CC=C1N